[Cl-].C(C=C)(=O)OCC[N+](CC1CO1)(C)C acryloyl-oxyethyldimethylglycidyl-ammonium chloride